NC=1N(N=C2CN(CCC21)S(=O)(=O)C)C(=O)C2=C1C=C(NC1=CC=C2)C (3-amino-6-(methylsulfonyl)-4,5,6,7-tetrahydro-pyrazolo[3,4-c]pyridin-2-yl)(2-methyl-1H-indol-4-yl)methanone